5-(2-methylpropanoyl)-7H-pyrrolo[2,3-d]pyrimidine CC(C(=O)C1=CNC=2N=CN=CC21)C